Tri-n-amyl phosphate P(=O)(OCCCCC)(OCCCCC)OCCCCC